methyl 1'-[(2,4-dichlorophenyl)methyl]-2-oxospiro[indoline-3,4'-piperidine]-5-carboxylate ClC1=C(C=CC(=C1)Cl)CN1CCC2(CC1)C(NC1=CC=C(C=C12)C(=O)OC)=O